N-((1r,4r)-4-acetamidocyclohexyl)-8-(isopropylamino)-2-(pyridin-4-yl)imidazo[1,2-b]pyridazine-7-carboxamide C(C)(=O)NC1CCC(CC1)NC(=O)C1=C(C=2N(N=C1)C=C(N2)C2=CC=NC=C2)NC(C)C